N1[C@H](CCC1)C=1C=NC=CC1 (R)-3-(pyrrolidin-2-yl)pyridine